(pentamethylcyclopentadienyl)dichloroiridium (III) CC1=C(C(=C(C1(C)[Ir](Cl)Cl)C)C)C